dichlorophenazine C1=CC=C2C(=C1)N=C3C=CC(=C(C3=N2)Cl)Cl